tert-butyl 4-{2-[4-(4-fluorophenyl)-5-(pyrimidin-4-yl)-1H-imidazol-1-yl]acetyl}piperazine-1-carboxylate FC1=CC=C(C=C1)C=1N=CN(C1C1=NC=NC=C1)CC(=O)N1CCN(CC1)C(=O)OC(C)(C)C